COC1=C(C=CC=C1)C1=NC=CC=N1 2-(2-methoxyphenyl)pyrimidin